2-[3-ethyl-5-(trifluoromethyl)phenyl]acetic acid C(C)C=1C=C(C=C(C1)C(F)(F)F)CC(=O)O